COC1=CC=C(CNC(CSC=2NC=C(N2)C(=O)OCC)=O)C=C1 ETHYL 2-((2-((4-METHOXYBENZYL)AMINO)-2-OXOETHYL)THIO)-1H-IMIDAZOLE-4-CARBOXYLATE